C(=C)C1=CC=CC2=CC=C(C=C12)C=C 1,7-divinylnaphthalene